((4-ethyl-2-fluorophenyl)amino)-2-(2-hydroxyethoxy)-7-methyl-3,4-dihydro-2,7-naphthyridine-1,6(2H,7H)-dione C(C)C1=CC(=C(C=C1)NC1N(C(C2=CN(C(C=C2C1)=O)C)=O)OCCO)F